C1(CCCC1)CN1C2=C(C(=C(C1=O)O)C(=O)O)SC=C2 4-(cyclopentylmethyl)-6-hydroxy-5-oxo-4,5-dihydrothieno[3,2-b]pyridine-7-carboxylic acid